5-((6-((2S,6R)-2,6-Dimethylmorpholino)imidazo[1,2-b]pyridazin-3-yl)ethynyl)-N-(3-(trifluoromethyl)phenyl)nicotinamide C[C@@H]1O[C@@H](CN(C1)C=1C=CC=2N(N1)C(=CN2)C#CC=2C=NC=C(C(=O)NC1=CC(=CC=C1)C(F)(F)F)C2)C